ClC=1C=C(C(=NC1)N1C(N([C@@H](C1)C#N)C1=CN=CC2=CC=CC=C12)=O)OC (S)-1-(5-chloro-3-methoxypyridin-2-yl)-3-(isoquinolin-4-yl)-2-oxoimidazolidine-4-carbonitrile